3-Isocyanatopropylmethyldibutoxysilan N(=C=O)CCC[Si](OCCCC)(OCCCC)C